6-Bromo-3-(2,4-difluoro-3-(methoxymethoxy)-5-(trifluoromethyl)phenyl)-5-fluoro-1-methyl-1H-indazole BrC1=C(C=C2C(=NN(C2=C1)C)C1=C(C(=C(C(=C1)C(F)(F)F)F)OCOC)F)F